2-(4-chloro-2-iodophenyl)acetonitrile ClC1=CC(=C(C=C1)CC#N)I